8-[5-(7-{[(3S)-Oxolan-3-yl]amino}-6,7,8,9-tetrahydro-5H-benzo[7]annulen-2-yl)-1H-pyrazolo[3,4-b]pyridin-3-yl]-2,3,4,5-tetrahydro-1,4-benzoxazepin-5-one O1C[C@H](CC1)NC1CCC2=C(CC1)C=C(C=C2)C=2C=C1C(=NC2)NN=C1C1=CC2=C(C(NCCO2)=O)C=C1